2-(4-cyclopropyl-6-methoxy-pyrimidin-5-yl)-6-[[3-fluoro-4-[1-methyl-4-(trifluoromethyl)imidazol-2-yl]phenyl]methoxy]-N-methoxy-N-methyl-pyrimidine-4-carboxamide C1(CC1)C1=NC=NC(=C1C1=NC(=CC(=N1)C(=O)N(C)OC)OCC1=CC(=C(C=C1)C=1N(C=C(N1)C(F)(F)F)C)F)OC